FC1=C(C=CC(=C1C(=O)C1=NNC2=NC=C(C=C21)C2=CC=C(C=C2)S(=O)(=O)C)F)NS(=O)(=O)CCC N-(2,4-Difluoro-3-(5-(4-(methylsulfonyl)phenyl)-1H-pyrazolo[3,4-b]pyridin-3-carbonyl)phenyl)propan-1-sulfonamid